C1(=C(C=CC=C1)NC(C(=O)N)=O)C N1-(o-tolyl)oxalamide